Cl.NC1=NC(=CC(=N1)C1=CCC2(CC(NC2)C(=O)O)CC1)O[C@@H](C(F)(F)F)C1=CC=C(C=C1)C1=CC(=CC=C1)OC 8-(2-amino-6-((R)-2,2,2-trifluoro-1-(3'-methoxy-[1,1'-biphenyl]-4-yl)ethoxy)pyrimidine-4-yl)-2-azaspiro[4.5]dec-7-ene-3-carboxylic acid hydrochloride